NCC=1C=C(C(=O)O)C=CC1 3-aminomethylbenzoic acid